4-(1,1-difluoroethoxy)phenol FC(C)(OC1=CC=C(C=C1)O)F